1,2,3,4,5,6-hexamethyl-1,2,4,5-tetrazine CN1N(C(N(N(C1C)C)C)C)C